S-methyl 4-[2-allyloxyethyl(methyl)amino]-4-methyl-pent-2-ynethioate C(C=C)OCCN(C(C#CC(SC)=O)(C)C)C